(NE,S)-N-[[2-fluoro-4-(trifluoromethyl)phenyl]methylene]-2-methyl-propane-2-sulfinamide FC1=C(C=CC(=C1)C(F)(F)F)\C=N\[S@@](=O)C(C)(C)C